B(O)(O)N amidoboric acid